CC1=NC=CC=C1C=1SC2=C(N1)C=CC(=C2)C(=O)OCC ethyl 2-(2-methylpyridin-3-yl)benzo[d]thiazole-6-carboxylate